BrC=1N=C(C(=NC1)NS(=O)(=O)C)OC N-(5-Bromo-3-methoxypyrazin-2-yl)methanesulfonamide